BrC/C=C/C(=O)N(C)[C@H](C(=O)NCCC=1C=C(C=CC1)NC=1C(=NC(=C(N1)N(C)C)C)C(=O)N)C (S,E)-3-((3-(2-(2-(4-bromo-N-methylbut-2-enamido)propanamido)ethyl)phenyl)amino)-5-(dimethylamino)-6-methylpyrazine-2-carboxamide